(2S,4R)-tert-butyl 2-((4-(2,4-dimethylthiazol-5-yl) benzyl) carbamoyl)-4-hydroxypyrrolidine-1-carboxylate CC=1SC(=C(N1)C)C1=CC=C(CNC(=O)[C@H]2N(C[C@@H](C2)O)C(=O)OC(C)(C)C)C=C1